C(C)(=O)OCC(COCC(COC(C)=O)O)O (3-acetoxy-2-hydroxyprop-yl) ether